4'-amino-2-methoxy-3'-nitro-[1,1'-biphenyl] NC1=C(C=C(C=C1)C1=C(C=CC=C1)OC)[N+](=O)[O-]